1-(3,4-dimethoxyphenyl)-3-phenyl-1,3-propanedione COC=1C=C(C=CC1OC)C(CC(=O)C1=CC=CC=C1)=O